CC=1C=C(C=CC1OC1=CC=2N(C=C1)N=CN2)NC=2C1=C(N=CN2)C=CC(=N1)N1CCN(C2(CC2)C1)C(C=C)=O 1-(7-{4-[(3-methyl-4-{[1,2,4]triazolo[1,5-a]pyridin-7-yloxy}phenyl)amino]pyrido[3,2-d]pyrimidin-6-yl}-4,7-diazaspiro[2.5]octan-4-yl)prop-2-en-1-one